2,6-dichloro-4-(2-methyl-2H-1,2,3-triazol-4-yl)pyridine ClC1=NC(=CC(=C1)C1=NN(N=C1)C)Cl